2-(4-cyclopropyl-6-methoxy-pyrimidin-5-yl)-N-[2-(1,1-dioxo-1,4-thiazinan-4-yl)ethyl]-4-[[3-fluoro-4-[1-methyl-4-(trifluoromethyl)imidazol-2-yl]phenyl]methoxy]pyrimidin-5-amine C1(CC1)C1=NC=NC(=C1C1=NC=C(C(=N1)OCC1=CC(=C(C=C1)C=1N(C=C(N1)C(F)(F)F)C)F)NCCN1CCS(CC1)(=O)=O)OC